2-methylbutan-2-amine CC(C)(CC)N